C(C)(C)(C)OC(=O)N1CC(C1)NC1=NC(=NC=C1F)C1=NN(C(=C1)C1=NOC=C1)CC1=C(C=CC=C1)F 3-((5-fluoro-2-(1-(2-fluorobenzyl)-5-(isoxazol-3-yl)-1H-pyrazol-3-yl)pyrimidin-4-yl)amino)azetidine-1-carboxylic acid tert-butyl ester